ClC=1C(=CC2=C([C@@H]([C@](O2)(C2=CC=CC=C2)CNC(OCCCC)=O)O)C1C1=C(C(=CC=C1C#N)OCCOC1OCCCC1)F)F butyl (((2S,3S,4S)-5-chloro-4-(6-cyano-2-fluoro-3-(2-((tetrahydro-2H-pyran-2-yl)oxy)ethoxy)phenyl)-6-fluoro-3-hydroxy-2-phenyl-2,3-dihydrobenzofuran-2-yl)methyl)carbamate